C(C=C)(=O)N1CCN(CC1)C1=CC(=NC=2CN(CCC12)C1=CC=CC2=CC=CC(=C12)C)C(=O)N[C@@H]1[C@H](CCCC1)N 4-(4-acryloylpiperazin-1-yl)-N-((1S,2S)-2-aminocyclohexyl)-7-(8-methylnaphthalen-1-yl)-5,6,7,8-tetrahydro-1,7-naphthyridine-2-carboxamide